2-(aminomethyl)-4-fluoro-phenol NCC1=C(C=CC(=C1)F)O